Cl.CC(=O)C acetone, hydrochloride